C(C)(=O)N1CC=2N(CC1)N=C(C2C2=CC(=NC=C2)NC(\C=C\C2=C(C=C(C=C2)OC)OC)=O)C2=CC=C(C=C2)F (E)-N-(4-(5-acetyl-2-(4-fluorophenyl)-4,5,6,7-tetrahydropyrazolo[1,5-a]pyrazin-3-yl)pyridin-2-yl)-3-(2,4-dimethoxyphenyl)acrylamide